C1(=CC=C(C=C1)C1(CCCCC1)C(=O)O)C 1-(p-tolyl)-cyclohexanecarboxylic acid